IC1(NN(C2=NC=NC=C21)C2CCC1(OCCO1)CC2)N 3-iodo-1-(1,4-dioxaspiro[4.5]decan-8-yl)-1H-pyrazolo[3,4-d]pyrimidine-amine